tert-Butyl 4-methyl-5-oxo-1,4-diazepane-1-carboxylate CN1CCN(CCC1=O)C(=O)OC(C)(C)C